OCCNC(CN(C)C=1C2=C(N=C(N1)C1=NC=CC(=C1)OC)CCC2)=O N-(2-hydroxyethyl)-2-((2-(4-methoxypyridin-2-yl)-6,7-dihydro-5H-cyclopenta[d]pyrimidin-4-yl)(methyl)amino)acetamide